16-fluoro-7,11-dioxa-19,22,23-triazapentacyclo[16.5.2.12,6.012,17.021,24]hexacosa-1(23),2(26),3,5,12,14,16,18,20,24-decaene FC=1C=CC=C2OCCCOC3=CC=CC(C4=NNC5=CN=C(C12)C=C45)=C3